(S)-3-methoxy-N-(6-(5-methyl-6,7-dihydro-5H-pyrrolo[2,1-c][1,2,4]triazol-3-yl)pyridin-2-yl)-1-(pyrazin-2-yl)-1H-pyrazole-4-carboxamide COC1=NN(C=C1C(=O)NC1=NC(=CC=C1)C=1N2C(=NN1)CC[C@@H]2C)C2=NC=CN=C2